N[C@@H]1CCC=2C=C(C(=C(C2C1)F)N1CC(NS1(=O)=O)=O)OCC1=CC=CC=C1 5-[(7R)-7-amino-3-(benzyloxy)-1-fluoro-5,6,7,8-tetrahydronaphthalen-2-yl]-1λ6,2,5-thiadiazolidine-1,1,3-trione